bis(2,2-dinitropropyl)methylal [N+](=O)([O-])C(CC(OC)(OC)CC(C)([N+](=O)[O-])[N+](=O)[O-])(C)[N+](=O)[O-]